1-benzyl-8-methyl-1,4,8-triazaspiro-[4.5]-decan-2-one di-HCl Cl.Cl.C(C1=CC=CC=C1)N1C(CNC12CCN(CC2)C)=O